FC(C(=O)O)(F)F.N[C@]1(CN(C[C@@H]1CCCB(O)O)S(N(CC1CC1)[C@H]1[C@@H](C1)N)(=O)=O)C(=O)O (3R,4S)-3-amino-1-(trans-N-(2-aminocyclopropyl)-N-(cyclopropylmethyl)sulfamoyl)-4-(3-boronopropyl)pyrrolidine-3-carboxylic acid, 2,2,2-trifluoroacetic acid salt